Cl.FC1=C(C=CC=C1)[C@H](C)NC(=O)C1(CCOCC1)N1C[C@@H](CC1)OC1=CC(=CC=C1)C(F)(F)F N-((S)-1-(2-Fluorophenyl)ethyl)-4-((R)-3-(3-(trifluoromethyl)phenoxy)pyrrolidin-1-yl)tetrahydro-2H-pyran-4-carboxamide, hydrochloride